FC1=C(C(=CC(=C1)I)F)C1NC(CC2=C1OC1=C2C=CC=C1)C 1-(2,6-difluoro-4-iodophenyl)-3-methyl-1,2,3,4-tetrahydrobenzofuro[2,3-c]pyridine